dodecanedioic acid dibenzyl ester C(C1=CC=CC=C1)OC(CCCCCCCCCCC(=O)OCC1=CC=CC=C1)=O